FC1(CN(CCC1)CC[C@@H](CC(=O)OC(C)(C)C)NC(=O)C1=NN(C(=C1)C1=C(C=CC=C1)C(F)(F)F)C=1SC=CN1)F tert-Butyl (S)-5-(3,3-difluoropiperidin-1-yl)-3-(1-(thiazol-2-yl)-5-(2-(trifluoromethyl)phenyl)-1H-pyrazole-3-carboxamido)pentanoate